OC1=C(C=CC(=C1)C)S(=O)(=O)NC1=CC=CC=C1 hydroxy-4-methylbenzenesulfonanilide